NC1=C(C=C(C=N1)C1=CC=C(C=C1)C(=O)N1[C@@H](CCC1)CN1CCCC1)OCC1=C(C=C(C=C1)Cl)Cl {4-[6-amino-5-(2,4-dichloro-benzyloxy)-pyridin-3-yl]-phenyl}-[(2S)-2-pyrrolidin-1-ylmethyl-pyrrolidin-1-yl]-methanone